(S)-1-[2-(Benzo[d]isoxazol-3-yl)-6-bromophenyl]-2-(pyridine-2-yl)ethan-1-amine hydrochloride Cl.O1N=C(C2=C1C=CC=C2)C2=C(C(=CC=C2)Br)[C@H](CC2=NC=CC=C2)N